Ammonium perfluoro (2,5-dimethyl-3,6-dioxaoctanoate) CC(C(=O)OF)OCC(OCC)C.[NH4+]